5-amino-1,3'-dimethyl-2,2'-dioxospiro[indoline-3,5'-oxazolidine]-6-carboxylic acid methyl ester COC(=O)C1=C(C=C2C(=C1)N(C(C21CN(C(O1)=O)C)=O)C)N